Cl.Cl.CC1(NCCC2=CC(=CC=C12)NC1=NC=C2C(=N1)N(N(C2=O)C(C)C)C2=CC(=NC=C2)C(C)(C)F)C 6-((1,1-dimethyl-1,2,3,4-tetrahydroisoquinolin-6-yl)amino)-1-(2-(2-fluoropropan-2-yl)pyridin-4-yl)-2-isopropyl-1,2-dihydro-3H-pyrazolo[3,4-d]pyrimidin-3-one dihydrochloride